N-(5-bromo-2-fluoropyridin-3-yl)-2-((2R,6S)-2,6-dimethylmorpholino)pyrimidin-4-amine BrC=1C=C(C(=NC1)F)NC1=NC(=NC=C1)N1C[C@H](O[C@H](C1)C)C